2-methyl-4-(1-methyl-1H-pyrazol-4-yl)-N-(tetrahydro-2H-pyran-4-yl)quinoline-6-carboxamide CC1=NC2=CC=C(C=C2C(=C1)C=1C=NN(C1)C)C(=O)NC1CCOCC1